CC(C(=O)OCCCS(=O)(=O)O)=C 2-methyl-acryloyloxypropyl-sulfonic acid